C(C)N(CC)[Ta+2]=NC(C)(C)C (diethylamino)(t-butylimino)tantalum (V)